ClC=1C(=NC(=NC1)NC1CCOCC1)C1=CC=C2CN(C(C2=C1)=O)CC(=O)N[C@@](CO)(C)C1=CC=CC=C1 2-(6-{5-Chloro-2-[(oxan-4-yl)amino]pyrimidin-4-yl}-1-oxo-2,3-dihydro-1H-isoindol-2-yl)-N-[(2S)-1-hydroxy-2-phenylpropan-2-yl]acetamid